Cl.FC(C=1C=2N(C=C(C1)N)C=C(N2)C)F 8-(difluoromethyl)-2-methylimidazo[1,2-a]pyridin-6-amine HCl salt